COC1CC2C3CC(CC3=C1C2)C=O 6-methoxyhexahydro-4,7-methanoindene-2-carbaldehyde